FC(CC[C@@H]1CN(C2=C(S([C@H]1F)(=O)=O)C=C(C(=C2)C(F)(F)F)O)C2CCC(CC2)(F)F)(C)F |r| rac-(2R,3R)-3-(3,3-difluorobutyl)-5-(4,4-difluorocyclohexyl)-2-fluoro-8-hydroxy-7-(trifluoromethyl)-2,3,4,5-tetrahydrobenzo[b][1,4]thiazepine 1,1-dioxide